1-(pentan-2-yl)-1,5,6,7-tetrahydro-s-indacene CC(CCC)C1C=CC2=CC=3CCCC3C=C12